C(CCC)[C@H]1N(S(C2=C(N(C1)C1=CC=CC=C1)C=C(C(=C2)C=2C=C(C(=C(C(=O)O)C2)F)F)NC2=C(C=CC=C2)F)(=O)=O)C (R)-5-(3-butyl-7-((2-fluorophenyl)amino)-2-methyl-1,1-dioxido-5-phenyl-2,3,4,5-tetrahydrobenzo[f][1,2,5]thiadiazepin-8-yl)-2,3-difluorobenzoic acid